(2S)-2-[4,5-dichloro-2-(4-butoxy-4,5-dihydroisoxazol-3-yl)phenoxy]propionic acid ethyl ester C(C)OC([C@H](C)OC1=C(C=C(C(=C1)Cl)Cl)C1=NOCC1OCCCC)=O